bispropyl-sulfonyl-methane C(CC)S(=O)(=O)CS(=O)(=O)CCC